C(C)(=O)C1N(CCC1)CC1=CC=CC=C1 (5S)-acetyl-1-benzylpyrrolidine